CC1(OCC[C@@H](C1)C=1C=CN2C(=C(C=C2C1)C(=O)O)C1(CC1)C1=NOC(N1)=C=O)C (S)-7-(2,2-dimethyltetrahydro-2H-pyran-4-yl)-3-(1-(5-carbonyl-4,5-dihydro-1,2,4-oxadiazol-3-yl)cyclopropyl)indolizine-2-carboxylic acid